C(C)(C)(C)OC(=O)N1N=C(C=C1)O[C@@H]1[C@H]2CC[C@@H](C1)C2 3-[(1S,2S,4R)-norbornan-2-yl]oxypyrazole-1-carboxylic acid tert-butyl ester